CN(NC(CCC(=O)O)=O)C succinic acid 2,2-dimethyl-hydrazide